tert-butyl 2-(1-hydroxy-7-methoxy-5-methoxycarbonyl-benzimidazol-2-yl)-1,9-diazatricyclo[6.3.1.04,12]dodeca-2,4(12),5,7-tetraene-9-carboxylate ON1C(=NC2=C1C(=CC(=C2)C(=O)OC)OC)C=2N1CCN(C3=CC=CC(C2)=C13)C(=O)OC(C)(C)C